C1(CC(CC1)=O)=O 1,3-CYCLOPENTANEDIONE